{10-[dimethyl(2-{[(1R,2S,5R)-5-methyl-2-(propan-2-yl)cyclohexyl]oxy}-2-oxoethyl)azaniumyl]decyl}dimethyl(2-{[(1R,2S,5R)-5-methyl-2-(propan-2-yl)cyclohexyl]oxy}-2-oxoethyl)azanium C[N+](CCCCCCCCCC[N+](CC(=O)O[C@H]1[C@@H](CC[C@H](C1)C)C(C)C)(C)C)(CC(=O)O[C@H]1[C@@H](CC[C@H](C1)C)C(C)C)C